tert-butyl N-[6-[2-(2-aminothiazol-4-yl)phenyl]hexyl]carbamate NC=1SC=C(N1)C1=C(C=CC=C1)CCCCCCNC(OC(C)(C)C)=O